ClC=1C=NN(C(C1Cl)=O)[C@@H](C(=O)NC=1C=CC(=C(C1)S(=O)(=O)NCCC1=CC=C(C(=O)O)C=C1)C)C 4-[2-[[5-[[(2R)-2-(4,5-dichloro-6-oxo-pyridazin-1-yl)propanoyl]amino]-2-methyl-phenyl]sulfonylamino]ethyl]benzoic acid